4-chloro-6-cyclopropyl-pyridine-3-carbonitrile ClC1=C(C=NC(=C1)C1CC1)C#N